((4-methylmorpholin-3-yl)methyl)carbamate CN1C(COCC1)CNC([O-])=O